4-(3-(5,5-dimethyl-1,3,2-dioxaborinan-2-yl)-5-fluoro-4-methoxyphenyl)morpholine CC1(COB(OC1)C=1C=C(C=C(C1OC)F)N1CCOCC1)C